methyl 1-benzyl-5-fluoropyrrolo[2,3-b]pyridine-3-carboxylate C(C1=CC=CC=C1)N1C=C(C=2C1=NC=C(C2)F)C(=O)OC